chloro-2-methoxynicotinic acid methyl ester COC(C1=C(N=C(C=C1)Cl)OC)=O